2-(4-bromo-2,5-dimethoxyphenyl)ethanamine BrC1=CC(=C(C=C1OC)CCN)OC